C(C)(C)(C)OC(=O)N1CC2(C1)CC(C2)C#C.N2C=NC1=C2C=CC(=C1)N1C(NCC1C1=CC=C(C=C1)C=1SC(=CC1)Cl)=O 1-(1H-benzimidazol-5-yl)-5-[4-(5-chlorothien-2-yl)phenyl]imidazolidin-2-one tert-Butyl-6-ethynyl-2-azaspiro[3.3]heptane-2-carboxylate